CN1N=C(C2=C(C=CC=C12)\C=C(/C)\[C@@H](C=O)[C@H](\C=C\[C@@H]([C@H](CC[C@H](CC=O)O)C)OC(=O)N1CCN(CC1)C)C)C 4-methylpiperazine-1-carboxylic acid [(2s,3s,4E,6r,7s,10r)-2-[(E)-1-(1,3-dimethylindazol-4-yl) prop-1-en-2-yl]-10-hydroxy-3,7-dimethyl-12-oxo-1-oxododec-4-en-6-yl] ester